N-[2-(2,2-difluoroethyl)-3-fluoro-phenyl]-4-[[3-(1,4-dioxan-2-ylmethoxy)-4-pyridyl]methylamino]-6-oxo-2,3-dihydro-1H-pyridine-5-carbothioamide FC(CC1=C(C=CC=C1F)NC(=S)C1=C(CCNC1=O)NCC1=C(C=NC=C1)OCC1OCCOC1)F